2-[(6-chloro-2,2-dimethyl-3H-benzofuran-5-yl)methyl]-4,4-dimethyl-isoxazolidin-3-one ClC1=CC2=C(CC(O2)(C)C)C=C1CN1OCC(C1=O)(C)C